C1(=CC=CC2=CC=CC=C12)C(C=CC1=CC=CC2=CC=CC=C12)=O 1,3-bis-α-naphthyl-2-propen-1-one